5-chloro-2-(3-fluorophenyl)pyrazolo[1,5-a]pyrimidine ClC1=NC=2N(C=C1)N=C(C2)C2=CC(=CC=C2)F